1-(2-chloroethyl)imidazolin-2-one methyl-4-[(4-methoxyphenyl)methoxy]-2-methyl-pyrimidine-5-carboxylate COC(=O)C=1C(=NC(=NC1)C)OCC1=CC=C(C=C1)OC.ClCCN1C(NCC1)=O